FC(C1=NC=C(C=N1)C=1N=C(SC1)NC(C)=O)(F)F N-(4-(2-(trifluoromethyl)pyrimidin-5-yl)thiazol-2-yl)acetamide